C(C(C)C)P(C1=CC=CC=C1)=O isobutyl-(phenyl)phosphine oxide